ClC=1C(=NC(=NC1)NC1=NC=C(C=C1)CN1CCN(CC1)CC)OCC1CCC(CC1)O 4-(((5-chloro-2-((5-((4-ethylpiperazin-1-yl)methyl)pyridin-2-yl)amino)pyrimidin-4-yl)oxy)methyl)cyclohexan-1-ol